ClC1=CC=C(C=C1)C=1N(C(NN1)=S)C(C)C 5-(4-chlorophenyl)-4-isopropyl-2,4-dihydro-3H-1,2,4-triazole-3-thione